(5RS)-2-[(5-Chloro-2-thienyl)methyl]-5-(pyrrolidin-1-ylcarbonyl)-5,6,7,8-tetrahydro[1,2,4]triazolo[4,3-a]pyridin-3(2H)-one ClC1=CC=C(S1)CN1N=C2N([C@H](CCC2)C(=O)N2CCCC2)C1=O |r|